ClC=1C=C(C=C(C1)O)C=1C(=NN(C1C(=O)O)C=1SC(=C(N1)C1=CC(=C(C=C1)Cl)Cl)SC(C)C)C 4-(3-chloro-5-hydroxyphenyl)-1-(4-(3,4-dichlorophenyl)-5-(isopropylthio)thiazol-2-yl)-3-methyl-1H-pyrazole-5-carboxylic acid